C(#C)[C@@]1(CC[C@H]2[C@@H]3CCC=4C=C(C=CC4[C@H]3CC[C@]12C)O)O (8R,9S,13S,14S,17R)-17-ethynyl-13-methyl-7,8,9,11,12,14,15,16-octahydro-6H-cyclopenta[a]phenanthrene-3,17-diol